C(C(C)C)C1=C(N=C2N1N=CC(=C2C(C)C)C(=O)[O-])C 3-isobutyl-8-isopropyl-2-methylimidazo[1,2-b]pyridazine-7-carboxylate